C(O)C=1C(=C(C(=C(C1)B(O)O)CO)CO)CO tetramethylolphenylboronic acid